5-fluoro-7-(8-fluoro-2-methylimidazo[1,2-a]pyridin-6-yl)-3-(trans-3-fluoropiperidin-4-yl)quinazolin-4(3H)-one FC1=C2C(N(C=NC2=CC(=C1)C=1C=C(C=2N(C1)C=C(N2)C)F)[C@H]2[C@@H](CNCC2)F)=O